ClC=1C=CC(=C(C#N)C1)S(=O)(=O)N1C[C@]([C@H](C1)S(=O)(=O)C1=CC=C(C=C1)C#N)(CO)O 5-chloro-2-(((3R,4S)-4-((4-cyanophenyl)sulfonyl)-3-hydroxy-3-(hydroxymethyl)pyrrolidin-1-yl)sulfonyl)benzonitrile